N,N-Dimethyl-4-((2-(p-tolyl)imidazo[1,2-a]pyridin-3-yl)methyl)aniline CN(C1=CC=C(C=C1)CC1=C(N=C2N1C=CC=C2)C2=CC=C(C=C2)C)C